1-azabicyclo[2.2.2]octan-4-carboxylic acid ethyl ester hydrochloride Cl.C(C)OC(=O)C12CCN(CC1)CC2